(dibenzoselenophenyl)(dimethylfluorenyl)(diphenyltriazinyl)benzene C1(=CC=CC=2[Se]C3=C(C21)C=CC=C3)C=3C(=C(C=CC3)C3=NN=NC(=C3C3=CC=CC=C3)C3=CC=CC=C3)C3=C(C(=CC=2C1=CC=CC=C1CC32)C)C